2',2'''-(Pyridine-2,6-diyl)bis(3-((3r,5r,7r)-adamantan-1-yl)-4'-isopropyl-5-methyl-[1,1'-biphenyl]-2-ol) N1=C(C=CC=C1C1=C(C=CC(=C1)C(C)C)C=1C(=C(C=C(C1)C)C12CC3CC(CC(C1)C3)C2)O)C2=C(C=CC(=C2)C(C)C)C=2C(=C(C=C(C2)C)C23CC1CC(CC(C2)C1)C3)O